(2R)-N-[2-(1-benzylpiperidin-4-yl)ethyl]-4-[4-cyano-3-(dimethylamino)phenyl]-2-methylpiperazine-1-carboxamide C(C1=CC=CC=C1)N1CCC(CC1)CCNC(=O)N1[C@@H](CN(CC1)C1=CC(=C(C=C1)C#N)N(C)C)C